C1C(=CC2=CC=CC=C12)C(=O)O 1H-indene-2-formic acid